6-Chloro-3-[[(1R)-1-[2-(2,4-difluorophenyl)-3,6-dimethyl-4-oxo-chromen-8-yl]ethyl]amino]pyridine-2-carboxylic acid ClC1=CC=C(C(=N1)C(=O)O)N[C@H](C)C=1C=C(C=C2C(C(=C(OC12)C1=C(C=C(C=C1)F)F)C)=O)C